3-formylhexanoic acid ethyl ester C(C)OC(CC(CCC)C=O)=O